GLUCEPTATE SODIUM DIHYDRATE C([C@H]([C@H]([C@@H]([C@H]([C@H](C(=O)[O-])O)O)O)O)O)O.O.O.[Na+]